rac-(3R*,4R*)-4-{[5-(2,4-Difluoro-phenyl)-isoxazole-3-carbonyl]-amino}-piperidine-1,3-dicarboxylic Acid 1-tert-butyl ester 3-methyl Ester COC(=O)[C@@H]1CN(CC[C@H]1NC(=O)C1=NOC(=C1)C1=C(C=C(C=C1)F)F)C(=O)OC(C)(C)C |r|